C(C)C(CC(CCCO)O)O 2-ethyl-2-hydroxyethyl-1,4-butanediol